3-Methoxypropionic acid [3-(1-ethyl-8-oxo-spiro[6,7-dihydro-4H-pyrazolo[3,4-c]azepin-5,4'-tetrahydropyran]-3-yl)-2,2-dimethyl-propyl] ester C(C)N1N=C(C2=C1C(NCC1(CCOCC1)C2)=O)CC(COC(CCOC)=O)(C)C